tert-Butyl N-[1-[6-[4-cyano-2-(5-cyclopropyl-2-methylpyrazol-3-yl)oxyphenyl]pyridin-3-yl]-2-morpholin-4-yl-2-oxoethyl]carbamate C(#N)C1=CC(=C(C=C1)C1=CC=C(C=N1)C(C(=O)N1CCOCC1)NC(OC(C)(C)C)=O)OC=1N(N=C(C1)C1CC1)C